(R)-N-(1-(3-(difluoromethyl)-2-fluorophenyl)ethyl)-7-(3,6-dihydro-2H-pyran-4-yl)-6-methoxy-2-methyl-quinazolin-4-amine FC(C=1C(=C(C=CC1)[C@@H](C)NC1=NC(=NC2=CC(=C(C=C12)OC)C=1CCOCC1)C)F)F